ClC1=CC(=CC(=C1)\C=C\C(OCC)OCC)Cl (E)-1,3-Dichloro-5-(3,3-diethoxyprop-1-en-1-yl)benzene